ClC=1C=CC2=C(S[C@@]3([C@]2([C@H](C3)C3=NC=CC=C3)C(=O)C3=CC=CC=C3)C)C1 ((1S,2aS,7bS)-5-chloro-2a-methyl-1-(pyridin-2-yl)-2,2a-dihydrobenzo[b]cyclobuta[d]thiophen-7b(1H)-yl)(phenyl)methanone